dibenzhydryl diselenide C(C1=CC=CC=C1)(C1=CC=CC=C1)[Se][Se]C(C1=CC=CC=C1)C1=CC=CC=C1